CC1=CC(=NC=N1)N1CC2(C=3C=NC(=CC31)NC(C)=O)CC2 N-(1'-(6-methylpyrimidin-4-yl)-1',2'-dihydrospiro[cyclopropane-1,3'-pyrrolo[3,2-c]pyridin]-6'-yl)acetamide